C(C1=CC=CC=C1)OC1=C(CN2C(C=CC3=C2N=C(N=C3)C=3C(=NC=NC3O)C3CC3)=O)C=CC(=C1)C=1N(C=C(N1)C(F)(F)F)C(C)C 8-(2-(benzyloxy)-4-(1-isopropyl-4-(trifluoromethyl)-1H-imidazol-2-yl)benzyl)-2-(4-cyclopropyl-6-hydroxypyrimidin-5-yl)pyrido[2,3-d]pyrimidin-7(8H)-one